N2-(1H-indol-3-yl)-4-methylpyridine-2,5-diamine N1C=C(C2=CC=CC=C12)NC1=NC=C(C(=C1)C)N